(S,E)-methyl 6-(4-bromobenzofuran-2-carboxamido)-7-(1-(2-(2-adamantylamino)-2-oxoethyl)-2-oxo-1,2-dihydropyridin-3-ylamino)-7-oxohept-2-enoate BrC1=CC=CC2=C1C=C(O2)C(=O)N[C@@H](CC/C=C/C(=O)OC)C(=O)NC=2C(N(C=CC2)CC(=O)NC2C1CC3CC(CC2C3)C1)=O